1,1-diethoxy-1-phenylethane C(C)OC(C)(C1=CC=CC=C1)OCC